(2S,5S)-4-(2-thiabicyclo[2.1.1]hexane-4-carbonyl)-2,3,4,5-tetrahydro-2,5-methanopyrido[3,4-f][1,4]oxazepine-9-carbonitrile C12SCC(C1)(C2)C(=O)N2C[C@H]1OC3=C([C@@H]2C1)C=NC=C3C#N